O1COC2=C1C=CC(=C2)CC(C2CC2)NC2CCC2 N-(2-(benzo[d][1,3]dioxol-5-yl)-1-cyclopropylethyl)cyclobutanamine